C(C)(C)C=1C(=C(C2=C(C(C=C3C(=C2)C=CC(C3(C)C)C(C(=O)O)N3CCOCC3)=O)C1)OC)OC.ClC1=CC=C(C=C1)SP(C1=CC=CC=C1)SC1=CC=C(C=C1)Cl bis[(4-chlorophenyl)thio]phenylphosphine 8-isopropyl-6,7-dimethoxy-1,1-dimethyl-10-oxo-2,10-dihydro-1H-dibenzo[a,d][7]annulen-2-yl-2-morpholinoacetate